(4-propyl-4H-1,2,4-triazol-3-yl)methylamine dihydrochloride Cl.Cl.C(CC)N1C(=NN=C1)CN